bis[2-(isopropyldimethoxysilyl)1-phenyl-3-ethyl-1,3-propanedione] platinum (II) [Pt+2].C(C)(C)[Si](C(C(=O)C1=CC=CC=C1)C(=O)CC)(OC)OC.C(C)(C)[Si](C(C(=O)C1=CC=CC=C1)C(=O)CC)(OC)OC